O=C1NC(CCC1N1C(C2=CC(=C(C=C2C1=O)N1C2CN(CC1CC2)CC=2C=C(C=CC2)S(=O)(=O)N2CCC(CC2)NC(OC(C)(C)C)=O)F)=O)=O tert-butyl (1-((3-((8-(2-(2,6-Dioxopiperidin-3-yl)-6-fluoro-1,3-dioxoisoindolin-5-yl)-3,8-diazabicyclo[3.2.1]octan-3-yl)methyl)phenyl)sulfonyl)piperidin-4-yl)carbamate